bis(3-amino-propyl) ether NCCCOCCCN